1-hexyl-2-mesityl-4-nitro-1H-benzo[d]imidazole C(CCCCC)N1C(=NC2=C1C=CC=C2[N+](=O)[O-])C2=C(C=C(C=C2C)C)C